C(C)OC(C)N1N=CC(=C1)C=1C(=CC=2N(C1F)N=C(N2)N)F 6-(1-(1-ethoxyethyl)-1H-pyrazol-4-yl)-5,7-difluoro-[1,2,4]triazolo[1,5-a]pyridin-2-amine